Pyridinol-N-oxide [N+]=1(C(=CC=CC1)O)[O-]